2-((4-chlorophenyl)((4-(N-(5-methylisoxazol-3-yl)sulfamoyl)phenyl)amino)methyl)malonic acid diisopropyl ester C(C)(C)OC(C(C(=O)OC(C)C)C(NC1=CC=C(C=C1)S(NC1=NOC(=C1)C)(=O)=O)C1=CC=C(C=C1)Cl)=O